C(N)(O)=O.C(N)(O)=O.CC(COC(C(=C)C)=O)C1=C(C(=CC=C1)C)C 1-methyl-2-methacryloyloxyethyl-xylene dicarbamate